(3S)-7-bromo-2,3-dihydro-2-oxo-5-(2-pyridinyl)-1H-1,4-benzodiazepine BrC=1C=CC2=C(C(=NCC(N2)=O)C2=NC=CC=C2)C1